COC1=C(C=CC(=N1)C=1N=NC(=CC1)OC1CC(NC(C1)(C)C)(C)C)C=1C=NNC1 3-[6-methoxy-5-(1H-pyrazol-4-yl)pyridin-2-yl]-6-[(2,2,6,6-tetramethylpiperidin-4-yl)oxy]pyridazine